S1C(=NC2=C1C=CC=C2)NC(=O)C=2C=CC=C1CCN(CC21)C2=CC=C(C(=N2)C(=O)O)C=2N=NN(C2)CC2=CC=CC=C2 6-[8-(1,3-benzothiazol-2-ylcarbamoyl)-3,4-dihydroisoquinolin-2(1H)-yl]-3-(1-benzyl-1H-1,2,3-triazol-4-yl)pyridine-2-carboxylic acid